FC1=CC=C(C=C1)CCCN1[C@H]([C@H]([C@@H]([C@H](C1)O)O)O)CO (2S,3R,4R,5S)-1-(3-(4-fluorophenyl)propyl)-2-(hydroxymethyl)piperidine-3,4,5-triol